C1(CCCCC1)CCCCCCCCCCC 1-cyclohexylundecane